CN1C=NC2=C1C=CC=C2 1-methyl-benzo[d]imidazole